phenylacetyl-beta-alanine C1(=CC=CC=C1)CC(=O)NCCC(=O)O